C(C)C1CC2CN3C1C(C1=NC4=CC=C(C=C4C1CC3)OC)C2 7-ethyl-2-methoxy-6,6a,7,9,10,12,13,13a-octahydro-8H-6,9-methanopyrido[1',2':1,2]azepino[4,5-b]indole